ClC=1C(=NC=NC1)NC=1C(=C2N=CC=NC2=CC1)P(=O)(C)C 5-chloro-4-((5-(dimethylphosphoryl)quinoxalin-6-yl)amino)pyrimidine